ClS(=O)(=O)C1C2CCC(C1)C2 5-(Chlorosulfonyl)endo-cis-bicyclo[2.2.1]heptan